FC=1C=C(OC2=C(N=NN2)C(=O)O)C=CC1C#CC1=CC(=CC=C1)S(=O)(=O)C 5-(3-fluoro-4-(2-(3-(methylsulfonyl)phenyl)ethynyl)phenoxy)-1H-1,2,3-triazole-4-carboxylic acid